2-oxopiperidine-4-carboxamide O=C1NCCC(C1)C(=O)N